CC(C)(C)OCC1CO1 2-[(2-methylpropan-2-yl) oxymethyl]Ethylene oxide